1-(chloromethyl)-4-fluoro-1,4-diazoniabicyclo-[2.2.2]octane bis(tetrafluoroborate) F[B-](F)(F)F.F[B-](F)(F)F.ClC[N+]12CC[N+](CC1)(CC2)F